C1(CCC1)N1N=CC(=C1)C1=C(C#N)C=C(C=C1)[N+](=O)[O-] 2-(1-cyclobutyl-1H-pyrazol-4-yl)-5-nitrobenzonitrile